(4Z)-4-(1,3-Benzothiazol-6-ylmethylene)-2-[[(1R)-1-(ethoxymethyl)-3-methyl-1-butyl]amino]-1H-imidazol-5-one S1C=NC2=C1C=C(C=C2)\C=C\2/N=C(NC2=O)N[C@H](CC(C)C)COCC